N-(3-chloro-5-(methylsulfonylamino)phenyl)-1-methyl-5-(2-oxopiperidin-1-yl)-1H-pyrrole-3-carboxamide ClC=1C=C(C=C(C1)NS(=O)(=O)C)NC(=O)C1=CN(C(=C1)N1C(CCCC1)=O)C